FC=1C(=NC=C(C1OC)C#CC=1CCN(CC1)C)OC1=C(N=NN1)C(=O)O 5-((3-fluoro-4-methoxy-5-((1-methyl-1,2,3,6-tetrahydropyridin-4-yl)ethynyl)pyridin-2-yl)oxy)-1H-1,2,3-triazole-4-carboxylic acid